N-[(2-cyano-4-pyridyl)methyl]-4-{(S)-1,7-diaza-7-spiro[4.4]nonyl}-5-(3,5-difluorophenyl)nicotinamide C(#N)C1=NC=CC(=C1)CNC(C1=CN=CC(=C1N1C[C@]2(CCCN2)CC1)C1=CC(=CC(=C1)F)F)=O